C(CCCCCCCCCCCC=CCCCCCCCC)(=O)OCCCCCCCCCCCCCO 13-hydroxytridecyl docos-13-enoate